2,8-octanediol dimethacrylate C(C(=C)C)(=O)OC(C)CCCCCCOC(C(=C)C)=O